[Br-].[Br-].C12(CC3CC(CC(C1)C3)C2)N2C=[N+](C=C2)C23CC1CC(CC(C2)C1)C3.C31(CC2CC(CC(C3)C2)C1)N1C=[N+](C=C1)C12CC3CC(CC(C1)C3)C2 1,3-bis(1-adamantyl)imidazolium dibromide